C(C)N1N=C(C=C1C1=CC(=NC2=C(N=CC=C12)C1=CC=NN1)N1[C@@H](COCC1)C)C(F)(F)F 4-[1-ethyl-3-(trifluoromethyl)-1H-pyrazol-5-yl]-2-[(3R)-3-methylmorpholin-4-yl]-8-(1H-pyrazol-5-yl)-1,7-naphthyridine